BrC1=CC=C(NC2=CC=CC=C2)C=C1 p-bromophenyl-aniline